NC1=NC(N(C=C1Br)[C@H]1[C@@H]([C@@H]([C@@](O1)(C#N)COCC1=CC=CC=C1)OCC1=CC=CC=C1)O)=O (2R,3S,4R,5R)-5-(4-amino-5-bromo-2-oxo-pyrimidin-1-yl)-3-benzyloxy-2-(benzyloxymethyl)-4-hydroxy-tetrahydrofuran-2-carbonitrile